CC1=C(C=2C=CN=C(C2C=C1)NC1=CC(=NC=C1)C(F)(F)F)N 6-methyl-N1-(2-(trifluoromethyl)pyridin-4-yl)isoquinoline-1,5-diamine